C(C=CC1=CC=CC=C1)OCC1(C2=CC=CC=C2C=2C=CC=CC12)COCC=CC1=CC=CC=C1 9,9-bis(cinnamyloxymethyl)fluorene